ClC1=CC=C(C=C1)N1N=C(C=C1C(=O)N)C1=CC=CC=C1 1-(4-chlorophenyl)-3-phenyl-1H-pyrazole-5-carboxamide